furan-2-ylethan-1-one O1C(=CC=C1)C(C)=O